1,3,5-triazinyl-2,4-dithiol monosodium salt [Na].N1=C(N=CN=C1)C=1SCSC1